C(C)OC1=NC=CC=C1C1=NC(=C(C=C1)N1[C@@H](CN(CC1)C(=O)OC(C)(C)C)CC)C(N[C@H]1CN(CC1)C)=O tert-butyl (3R)-4-(2'-ethoxy-6-{[(3R)-1-methylpyrrolidin-3-yl] carbamoyl}-[2,3'-bipyridyl]-5-yl)-3-ethylpiperazine-1-carboxylate